4-(3-bromophenyl)-3,5-dimethylisoxazole BrC=1C=C(C=CC1)C=1C(=NOC1C)C